2,4,6-triethenoxy-1,3,5-triazine C(=C)OC1=NC(=NC(=N1)OC=C)OC=C